N1-[2-iodo-1-(2,2,2-trifluoroethyl)indol-4-yl]-N4-(2-methoxyethyl)-N4-methyl-cyclohexane-1,4-diamine IC=1N(C2=CC=CC(=C2C1)NC1CCC(CC1)N(C)CCOC)CC(F)(F)F